C2,3,4,5-tetrahydro-1H-benzo[d]azepine C1CNCCC2=C1C=CC=C2